NC1=C(C=CC(=C1[N+](=O)[O-])C)O 2-amino-4-methyl-3-nitrophenol